BrC1=NC(=CC(=C1)C#C[Si](C)(C)C)Br 2,6-dibromo-4-((trimethylsilyl)ethynyl)pyridin